12-[(4-Methoxyphenyl)methyl]-12-azatricyclo[6.3.1.02,7]dodeca-2,4,6-triene COC1=CC=C(C=C1)CN1C2C3=CC=CC=C3C1CCC2